[1,3]dioxane-2-one O1C(OCCC1)=O